3-bromophenyl-quinolinone BrC=1C=C(C=CC1)C=1C(NC2=CC=CC=C2C1)=O